(R)-4-((1S,6R)-5-((S)-2-(4-chlorophenyl)-3-(isopropylamino)propanoyl)-2,5-diazabicyclo[4.1.0]hept-2-yl)-5-methyl-5,8-dihydropyrido[2,3-d]pyrimidin-7(6H)-one fumarate dihydrate O.O.C(\C=C\C(=O)O)(=O)O.ClC1=CC=C(C=C1)[C@H](C(=O)N1CCN([C@H]2C[C@@H]12)C=1C2=C(N=CN1)NC(C[C@H]2C)=O)CNC(C)C